S1C(=S)NC(=O)C1 Rhodanin